ClC=1C=C(C=C(C1O)Cl)C=1N=C2C(=C(C=NC2=CC1)C(C)=O)NC1=CC(=CC=C1)CCN1CCCC1 1-(6-(3,5-dichloro-4-hydroxyphenyl)-4-((3-(2-(pyrrolidin-1-yl)ethyl)phenyl)amino)-1,5-naphthyridin-3-yl)ethanone